C(C1CO1)OC(=O)C1=CC2=CC=C(C=C2C=C1)C(=O)OCC1CO1 2,6-Naphthalenedicarboxylic acid diglycidyl ester